BrC1=CC2=C(C(=NS2(=O)=O)N(\N=C\C2=CC3=C(NC(N3C(C)C)=O)C=C2)C)C=C1 5-[(E)-[(6-bromo-1,1-dioxo-1,2-benzothiazol-3-yl)-methyl-hydrazono]methyl]-3-isopropyl-1H-benzimidazol-2-one